2,3,7,8-tetrachlorodibenzodioxin ClC1=CC2=C(OC3=C(O2)C=C(C(=C3)Cl)Cl)C=C1Cl